O[C@@H]1CC[C@@]2(C3C[C@@H]([C@@]4([C@H](CCC4C3CCC2C1)C(CCC(=O)NCCN1CCCC1)C)C)O)C 4-[(3R,10S,12S,13R,17R)-3,12-dihydroxy-10,13-dimethyl-2,3,4,5,6,7,8,9,11,12,14,15,16,17-tetradecahydro-1H-cyclopenta[a]phenanthren-17-yl]-N-(2-pyrrolidin-1-ylethyl)pentanamide